SCCC(=O)O.SCCC(=O)O.SCCC(=O)O.C(O)C(CCC)(CO)CO trimethylolbutane tris(3-mercaptopropionate)